C(C)(C)(C)C1=CC=2C(C3=CC(=CC=C3NC2C=C1)CN1CCNCC1)(C)C 2-(tert-butyl)-9,9-dimethyl-7-(piperazin-1-ylmethyl)-9,10-dihydroacridine